C(CCC)C1=NN(C(=C1O)C(C)(C)C)C(C)C 3-n-butyl-5-tert-butyl-4-hydroxy-1-isopropylpyrazole